O1C(=CC=C1)C1=CC=C(N)C=C1 4-(furan-2-yl)aniline